COC1=CC=C(C=C1)C(OC)=S methyl 4-methoxybenzenethiocarboxylate